tert-butyl((5-hydroxy-7,9-dihydro-6H-[1,3]dioxolo[4,5-h]isochromen-9-yl)methyl) (methyl)carbamate CNC(OC(C1OCCC=2C(=CC3=C(C12)OCO3)O)C(C)(C)C)=O